Cl.ClC1=CC(=C(C=C1)C1=CC=C(C=C1)N1CCN(CC1)CC(C)C)N1C[C@@H](CCC1)N1N=CC(=C1C(F)F)C(=O)O 1-{1-(3R)-[4-chloro-4'-(4-isobutylpiperazin-1-yl)[biphenyl]-2-yl]piperidin-3-yl}-5-(difluoromethyl)-1H-pyrazole-4-carboxylic acid hydrochloride